C(C1=CC=CC=C1)NC(=O)C=1C(=NC(=NC1)NC1=CC2=C(C=N1)C=NN2C(C)C)N[C@H](CO)C2=CC=CC=C2 (S)-N-benzyl-4-((2-hydroxy-1-phenylethyl)amino)-2-((1-isopropyl-1H-pyrazolo[4,3-c]pyridin-6-yl)amino)pyrimidine-5-carboxamide